2,5-bis(4-aminophenyl)oxadiazole NC1=CC=C(C=C1)N1OC(=CN1)C1=CC=C(C=C1)N